[Nd].[Pd].[B].OC(C)(C)C1CC(C1)C(=O)N 3-(2-hydroxyprop-2-yl)cyclobutane-1-carboxamide boron-palladium-neodymium